3,4-difluoro-2-((2-fluoro-4-iodo-5-methylphenyl)amino)-5-vinylbenzoic acid methyl ester COC(C1=C(C(=C(C(=C1)C=C)F)F)NC1=C(C=C(C(=C1)C)I)F)=O